C(\C=C\CCC)(=O)N[C@@H](CC1=CC=CC=C1)C(=O)OC Methyl (E)-hex-2-enoyl-L-phenylalaninate